4-(but-3-yn-1-yl)piperazin-2-one C(CC#C)N1CC(NCC1)=O